3-(2-(4-methylpiperazin-1-yl)pyridin-4-yl)-N-(1-(1-methylpiperidin-4-yl)-1H-pyrazol-4-yl)-1H-pyrrolo[2,3-b]pyridine-5-carboxamide CN1CCN(CC1)C1=NC=CC(=C1)C1=CNC2=NC=C(C=C21)C(=O)NC=2C=NN(C2)C2CCN(CC2)C